CC1=CC(=C(C(=O)N1)CNC(=O)C2=C3C=NN(C3=CC(=C2)C4=CN=C(C=C4)N5CCN(CC5)CCNC(=O)CC67CC8CC(C6)CC(C8)C7)C(C)C)C 6-(6-(4-(2-(2-((3r,5r,7r)-adamantan-1-yl)acetamido)ethyl)piperazin-1-yl)pyridin-3-yl)-N-((4,6-dimethyl-2-oxo-1,2-dihydropyridin-3-yl)methyl)-1-isopropyl-1H-indazole-4-carboxamide